4-(benzyloxy)-6-(ethylamino)pyrazolo[1,5-a]pyridine-3-carbonitrile C(C1=CC=CC=C1)OC=1C=2N(C=C(C1)NCC)N=CC2C#N